CC1(OB(OC1(C)C)C1=CC=C(C=C1)OC(F)(F)F)C 4,4,5,5-tetramethyl-2-(4-(trifluoromethoxy)phenyl)-1,3,2-dioxaborolane